(E)-2'-hydroxy-3'-methoxy-5'-(4-methoxystyryl)-[1,1'-biphenyl]-2,5-dione OC1=C(C=C(C=C1OC)\C=C\C1=CC=C(C=C1)OC)C=1C(C=CC(C1)=O)=O